[Ir](Br)(Br)(Br)Br iridium(IV) bromide